methyl 2-[[4-[6-[[4-(2-cyclopropylthiazol-4-yl)-2-fluoro-phenyl]methoxy]-2-pyridyl]-2,5-difluorophenyl]methyl]-3-[[(2S)-oxetan-2-yl]methyl]benzimidazole-5-carboxylate C1(CC1)C=1SC=C(N1)C1=CC(=C(C=C1)COC1=CC=CC(=N1)C1=CC(=C(C=C1F)CC=1N(C2=C(N1)C=CC(=C2)C(=O)OC)C[C@H]2OCC2)F)F